methyl (3R,5R)-3-((3-amino-1,2,4-triazin-6-yl)methyl)-2-oxo-5-(trifluoromethyl)piperidine-3-carboxylate NC=1N=NC(=CN1)C[C@]1(C(NC[C@@H](C1)C(F)(F)F)=O)C(=O)OC